methoxy-3-(phenylethynyl)thiophene-2-carboxamide COC=1C(=C(SC1)C(=O)N)C#CC1=CC=CC=C1